FC1=CC2=C(N=CS2)C=C1 6-fluoro-benzothiazole